FC1=CC=C(C=C1)N1C(C(=C(C=C1)C)C(=O)O)=O 1-(4-fluorophenyl)-4-methyl-2-oxo-1,2-dihydro-pyridine-3-carboxylic acid